C(C)(C)(C)[Si](O[C@H]1CNCC1)(C)C tert-butyl-dimethyl-[(3R)-pyrrolidin-3-yl]oxy-silane